C(C)OC(CCC1=CC2=C(CN(CCC2)C(=O)OC(C)(C)C)C=C1)=O tert-Butyl 7-(3-ethoxy-3-oxopropyl)-1,3,4,5-tetrahydro-2H-benzo[c]azepine-2-carboxylate